C(C1=CC=CC=C1)N(S(=O)(=O)C1=CC=CC=C1)C1=CC(=C(C=C1)N1CCC2(OCCO2)CC1)C#N N-benzyl-N-(3-cyano-4-(1,4-dioxa-8-azaspiro[4.5]dec-8-yl)phenyl)benzenesulfonamide